N[C@H](C(=O)O[C@H]([C@H](O)COC(C)=O)[C@@H]([C@@H](C#N)C1=CC=C2C(=NC=NN21)N)O)C(C)C (2R,3S,4R,5R)-2-[(acetoxy) methyl]-5-{4-aminopyrrolo[2,1-f][1,2,4]triazin-7-yl}-5-cyano-4-hydroxyoxa-pent-3-yl (2S)-2-amino-3-methylbutanoate